CN(CCC=1C=CC=2N(C1)N=CC2C(=O)N2[C@@H](C1=C(CC2)NC=N1)C=1SC2=C(N1)C(=CC=C2)F)C (S)-(6-(2-(dimethylamino)ethyl)pyrazolo[1,5-a]pyridin-3-yl)(4-(4-fluorobenzo[d]thiazol-2-yl)-6,7-dihydro-1H-imidazo[4,5-c]pyridin-5(4H)-yl)methanone